C(C=C)(=O)N1[C@H](CN(CC1)C1=NC(=NC=2CC(CCC12)N1C(NC2=C1C=CC=C2)=O)OCCN2CCOCC2)CC#N 2-((2S)-1-Acryloyl-4-(2-(2-morpholinoethoxy)-7-(2-oxo-2,3-dihydro-1H-benzo[d]imidazol-1-yl)-5,6,7,8-tetrahydroquinazolin-4-yl)piperazin-2-yl)acetonitrile